1-(2-(3,8-diazabicyclo[3.2.1]octan-8-yl)-6,7-dihydrothiazolo[5,4-c]pyridin-5(4H)-yl)-2,2-dimethylpropan-1-one C12CNCC(CC1)N2C=2SC=1CN(CCC1N2)C(C(C)(C)C)=O